(2S)-2-(4-chloro-2-methylphenoxy)-N-cyclobutoxypropanamide ClC1=CC(=C(O[C@H](C(=O)NOC2CCC2)C)C=C1)C